[I-].C(C)[N+]1=CC=C(C2=CC=CC=C12)C 1-ethyl-4-methylquinolin-1-ium iodide